FC(CC=1NCCCN1)(C(F)F)F 2-(2,2,3,3-tetrafluoropropyl)-1,4,5,6-tetrahydropyrimidine